1-(3,5-difluorobenzyl)-2-methoxy-6-(4-methoxy-5H-pyrrolo[3,2-d]pyrimidin-5-yl)-1H-imidazo[4,5-b]pyridine FC=1C=C(CN2C(=NC3=NC=C(C=C32)N3C=CC=2N=CN=C(C23)OC)OC)C=C(C1)F